Cl.O=C1NC(CC[C@H]1NC(C1=C(C=C(C=C1)N1CCN(CC1)CC1CCNCC1)F)=O)=O (R)-N-(2,6-dioxopiperidin-3-yl)-2-fluoro-4-(4-(piperidin-4-ylmethyl)piperazin-1-yl)benzamide hydrochloride